ClC1=C(NCCC)C=C(C=C1C(F)(F)F)C(F)(F)F 2-chloro-N-propyl-3,5-bis(trifluoromethyl)aniline